C(CCCCCCCCCCC)(=O)OCC(C)OC(CCCCCCCCCCC)=O propane-1,2-diyl bisdodecanoate